CC1=CCC(CC1)C(C)(C)CC(=O)O.C(C)(=O)O acetate (2-(4-methyl-1-cyclohex-3-enyl) prop-2-yl acetate)